N-(3-(tert-pentoxy)propyl)-3-morpholinopropan-1-amine C(C)(C)(CC)OCCCNCCCN1CCOCC1